N-CYCLOPROPYL-4-BORONO-2-FLUOROBENZAMIDE C1(CC1)NC(C1=C(C=C(C=C1)B(O)O)F)=O